C(C)N(C1=CC=C(C=C1)C=C(C#N)C(=O)N1CCOCC1)CC 3-[4-(Diethylamino)phenyl]-2-(morpholine-4-carbonyl)prop-2-enenitrile